N'-(4-(1H-pyrazol-1-yl)phenylsulfonyl)-N,4-diethyl-4,5-dihydro-1H-pyrazole-1-carboximidamide N1(N=CC=C1)C1=CC=C(C=C1)S(=O)(=O)N=C(NCC)N1N=CC(C1)CC